[Na+].OC1=C(C=CC=C1)C(O)S(=O)[O-] 2-hydroxyphenyl-hydroxymethylsulfinic acid-sodium salt